[3-[2-[3-(trifluoromethyl)anilino]thiazol-4-yl]phenyl]methanone FC(C=1C=C(NC=2SC=C(N2)C=2C=C(C=CC2)C=O)C=CC1)(F)F